(S)-1-(2-chloro-8-isopropoxy-quinazolin-4-yl)pyrrolidine-2-carboxamide ClC1=NC2=C(C=CC=C2C(=N1)N1[C@@H](CCC1)C(=O)N)OC(C)C